ClC1=NC(=C2C(=N1)N(N=C2)C)NCC2=C(C=C(C=C2)S(=O)(=O)N)F 4-(((6-Chloro-1-methyl-1H-pyrazolo[3,4-d]pyrimidin-4-yl)amino)methyl)-3-fluorobenzenesulfonamide